ClC1=C(C=C(C=C1)F)C1NC(C2=C3C(=CC(=C12)NC(C1=CC(=CC(=C1)C(F)(F)F)F)=O)OC(O3)(F)F)=O N-(6-(2-chloro-5-fluorophenyl)-2,2-difluoro-8-oxo-7,8-dihydro-6H-[1,3]dioxolo[4,5-e]isoindol-5-yl)-3-fluoro-5-(trifluoromethyl)benzamide